C(C)(=O)O[C@@H]1[C@@H](OC)O[C@@H]([C@H]([C@@H]1OC(C)=O)OC(C)=O)C(O)C(C1=CC=CC=C1)(C1=CC=CC=C1)C1=CC=CC=C1 methyl 2,3,4-tri-O-acetyl-6-triphenylmethyl-α-D-mannopyranoside